[N+](=O)([O-])C1=CC=C(C=C1)OC([C@@H](N)CC(=O)O)=O L-aspartic acid 4-nitrophenyl ester